FC(CCCN1C(C(=CC2=C1N=C(N=C2)SC)N2CCN(C1=C(C=CC=C21)C)C(=O)OCC2=CC=CC=C2)=O)(CCO)F benzyl 4-[8-(4,4-difluoro-6-hydroxy-hexyl)-2-methylsulfanyl-7-oxo-pyrido[2,3-d]pyrimidin-6-yl]-8-methyl-2,3-dihydroquinoxaline-1-carboxylate